IC1=NN(C2=C1C(NC=C2)=O)C 3-Iodo-1-methyl-1,5-dihydro-4H-pyrazolo[4,3-c]pyridin-4-one